ClC1=CC(=CC=2NC3=CC=CC(=C3C(C12)(C)C)OC(F)(F)F)Cl 1,3-Dichloro-9,9-dimethyl-8-(trifluoromethoxy)-9,10-dihydroacridine